OC(C)(C)C=1C=CC(=NC1)NC1=NC=C(C(=O)NC([2H])([2H])[2H])C(=C1)NC1=C(C(=CC=C1)C1=NC=CN=C1)OC 6-((5-(2-hydroxyprop-2-yl)pyridin-2-yl)amino)-4-((2-methoxy-3-(pyrazin-2-yl)phenyl)amino)-N-(methyl-d3)Nicotinamide